C1(=CC=CC=C1)NC1=NC=2N(C=N1)N=CC2 (PHENYLAMINO)PYRAZOLO[1,5-A][1,3,5]TRIAZINE